5-chloro-N-[2,4-difluoro-3-[1-(4-methyl-3H-imidazol-2-yl)imidazolo[1,5-a]pyridin-6-yl]phenyl]-2-methylpyridine-3-sulfonamide ClC=1C=C(C(=NC1)C)S(=O)(=O)NC1=C(C(=C(C=C1)F)C=1C=CC=2N(C1)C=NC2C2=NC=C(N2)C)F